5-(4-hydroxypiperidin-1-yl)pyridine OC1CCN(CC1)C=1C=CC=NC1